The molecule is an (omega-1)-hydroxy fatty acid ascaroside obtained by formal condensation of the alcoholic hydroxy group of (2E,18R)-18-hydroxynonadec-2-enoic acid with ascarylopyranose (the alpha anomer). It is a metabolite of the nematode Caenorhabditis elegans. It has a role as a Caenorhabditis elegans metabolite. It is an alpha,beta-unsaturated monocarboxylic acid and an (omega-1)-hydroxy fatty acid ascaroside. It derives from a (2E,18R)-18-hydroxynonadec-2-enoic acid. It is a conjugate acid of an ascr#33(1-). C[C@H]1[C@@H](C[C@H]([C@@H](O1)O[C@H](C)CCCCCCCCCCCCCC/C=C/C(=O)O)O)O